7-benzyl-2-(chlorosulfonyl)-7,8-dihydro-1,6-naphthyridine-6(5H)-carboxylic acid tert-butyl ester C(C)(C)(C)OC(=O)N1CC=2C=CC(=NC2CC1CC1=CC=CC=C1)S(=O)(=O)Cl